3-(2-(2-(2-(2-(2-Bromoethoxy)ethoxy)ethoxy)ethoxy)ethoxy)prop-1-yne BrCCOCCOCCOCCOCCOCC#C